NC1=CC=C(C=C1)C1=NC(=C2C(=N1)NN=C2C)NC2CN(C2)C(C)C N-[6-(4-aminophenyl)-3-methyl-1H-pyrazolo[3,4-d]pyrimidin-4-yl]-1-isopropylazetidin-3-amine